OC=1C=C2CC[C@@H]([C@@H](C2=CC1)C1=CC=C(C=C1)N1CCC(CC1)CN1CCN(CC1)C1=CC=C2C(N(CC2=C1)[C@@H]1C(NC(CC1)=O)=O)=O)C1=CC=CC=C1 (3S)-3-[6-[4-[[1-[4-[(1R,2S)-6-hydroxy-2-phenyl-1,2,3,4-tetrahydronaphthalen-1-yl]phenyl]piperidin-4-yl]methyl]piperazin-1-yl]-3-oxo-1H-isoindol-2-yl]piperidine-2,6-dione